ClC1=CCC(CCN1C=O)(C)C (+-)-7-chloro-4,4-dimethyl-2,3,4,5-tetrahydro-1H-azepine-1-carbaldehyde